C(CCC)[Sn](C=1OC=CC1)(CCCC)CCCC 2-(tri-n-butyl)stannylfuran